(4S,5R)-5-fluoro-1-(4-((5-((R)-1-hydroxypropan-2-yl)-8-((R)-2-methylazetidin-1-yl)-2,7-naphthyridin-3-yl)amino)pyrimidin-2-yl)-3,3-dimethylpiperidin-4-ol F[C@H]1[C@H](C(CN(C1)C1=NC=CC(=N1)NC=1N=CC2=C(N=CC(=C2C1)[C@H](CO)C)N1[C@@H](CC1)C)(C)C)O